(3R,4R)-1-(3-methylseleno-4,5-dimethoxyphenyl)-3-methyl-4-(3-hydroxy-4-methoxyphenyl)azetidin-2-one C[Se]C=1C=C(C=C(C1OC)OC)N1C([C@@H]([C@@H]1C1=CC(=C(C=C1)OC)O)C)=O